6,2-Dimethylquinazolin-4,6-diamine CC1(CC=2C(=NC(=NC2C=C1)C)N)N